C1=CC=CC=2C34CC(CC=C3C(=CC12)NCC4)=O 9,4b-(epiminoethano)phenanthrene-6(7H)-On